4-methoxy-nicotinamide COC1=CC=NC=C1C(=O)N